4-ethyl-2-methylthiophene-3-sulfonamide C(C)C=1C(=C(SC1)C)S(=O)(=O)N